FC1(CN(C1)C=1C=C(C=2N(C1)N=CC2C#N)C=2C=NC(=CC2)N2CC1N(C(C2)C1)CC1=NC=C(C=C1)OC)F 6-(3,3-Difluoroazetidin-1-yl)-4-(6-(6-((5-methoxypyridin-2-yl)methyl)-3,6-diazabicyclo[3.1.1]heptan-3-yl)pyridin-3-yl)pyrazolo[1,5-a]pyridine-3-carbonitrile